C1(CC1)C1=C(C2=C(N=C(N=C2)NC2=CC=C(C=C2)N2CCC3(CN(C3)C)CC2)N1C1=CC=CC(=N1)N=S(=O)(C)C)F ((6-(6-cyclopropyl-5-fluoro-2-((4-(2-methyl-2,7-diazaspiro[3.5]nonan-7-yl)phenyl)amino)-7H-pyrrolo[2,3-d]pyrimidin-7-yl)pyridin-2-yl)imino)dimethyl-λ6-sulfanone